C1C(CC12CCC2)CC(C(=O)OCCCCCCN(CCCCCCOC(C(CCCCCCCC)CC2CC1(C2)CCC1)=O)CCCCO)CCCCCCCC ((4-hydroxybutyl)azanediyl)bis(hexane-6,1-diyl) bis(2-(spiro[3.3]heptan-2-ylmethyl)decanoate)